C(C)(C)(C)OC(=O)N1CCN(CC1)C=1C2=C(N=C(N1)S(=O)(=O)C)N(CCC2)CC2=C1C=NN(C1=CC(=C2Cl)F)C(=O)OC(C)(C)C tert-butyl 4-((4-(4-(tert-butoxycarbonyl) piperazin-1-yl)-2-(methylsulfonyl)-6,7-dihydropyrido[2,3-d]pyrimidin-8(5H)-yl) methyl)-5-chloro-6-fluoro-1H-indazole-1-carboxylate